6-methyl-2H-3,1-benzoxazine-2,4(1H)-dione CC=1C=CC2=C(C(OC(N2)=O)=O)C1